1-{2-[4-(4-aminopiperidin-1-yl)-3-(3-fluoro-5-methoxyphenyl)quinolin-6-yl]-4,6-difluorophenyl}-3-methoxyurea NC1CCN(CC1)C1=C(C=NC2=CC=C(C=C12)C1=C(C(=CC(=C1)F)F)NC(=O)NOC)C1=CC(=CC(=C1)OC)F